4-bromo-2,6-dichloronicotinaldehyde BrC1=CC(=NC(=C1C=O)Cl)Cl